7,9-difluoro-1,4,4-trimethyl-8-[3-(trifluoromethyl)-1H-indol-7-yl]-5H-[1,2,4]triazolo[4,3-a]quinoxaline FC=1C=C2NC(C=3N(C2=C(C1C=1C=CC=C2C(=CNC12)C(F)(F)F)F)C(=NN3)C)(C)C